2-Cyano-2-((trimethylsilyl)oxy)cyclopentane-1-carboxylic acid methyl ester COC(=O)C1C(CCC1)(O[Si](C)(C)C)C#N